(Z,Z)-9,11-pentadecadienol C(CCCCCCC\C=C/C=C\CCC)O